FC1=C(C=C(C=C1)C(F)(F)F)O 2-fluoro-5-(trifluoromethyl)phenol